CC1=C(C(=CC=2N1N=CN2)C)[N+](=O)[O-] 5,7-dimethyl-6-nitro-[1,2,4]triazolo[1,5-a]pyridine